C(C1=CC=CC=C1)OC=1C(=C(NC2=CC(=C(C=C2)F)F)C=CC1)C#CC1CCOCC1 3-benzyloxy-N-(3,4-difluorophenyl)-2-(2-tetrahydropyran-4-ylethynyl)aniline